tert-butyl (5S)-5-[[tert-butyl (dimethyl) silyl] oxymethyl]-2-oxo-3-phenylseleno-pyrrolidine-1-carboxylate [Si](C)(C)(C(C)(C)C)OC[C@@H]1CC(C(N1C(=O)OC(C)(C)C)=O)[Se]C1=CC=CC=C1